ethyl 6-(3,4-dimethylphenyl)-4-oxo-3-propyl-4,5-dihydropyrazolo[1,5-a]pyrazine-2-carboxylate CC=1C=C(C=CC1C)C=1NC(C=2N(C1)N=C(C2CCC)C(=O)OCC)=O